2-(2-(2-(2-(((5r,8r)-4-hydroxy-3-mesityl-2-oxo-1-oxaspiro[4.5]dec-3-en-8-yl)oxy)ethoxy)ethoxy)ethoxy)acetic acid OC1=C(C(OC12CCC(CC2)OCCOCCOCCOCC(=O)O)=O)C2=C(C=C(C=C2C)C)C